NO trans-amino alcohol